BrC=1C=C(C(=NC1)N)O[C@H](C)C1=C(C=C(C=C1)F)C1=NN(N=C1CC1=NN2C(OCCC2)=C1)C (R)-5-bromo-3-(1-(2-(5-((6,7-dihydro-5H-pyrazolo[5,1-b][1,3]oxazin-2-yl)methyl)-2-methyl-2H-1,2,3-triazol-4-yl)-4-fluorophenyl)ethoxy)pyridin-2-amine